3-ethynyl-5-(3-fluoropyrrolidin-1-yl)pyridine C(#C)C=1C=NC=C(C1)N1CC(CC1)F